2-[5-chloro-2-(3-morpholin-4-ylphenylamino)-pyrimidin-4-ylamino]-thiophene-3-carboxylic acid methyl ester COC(=O)C1=C(SC=C1)NC1=NC(=NC=C1Cl)NC1=CC(=CC=C1)N1CCOCC1